FC1=CC(=C(C=C1)NC(=O)C=1N(C2=CC=C(C=C2C1)NC(C1=C(C=CC(=C1)CNC(C(C)C)=O)Cl)=O)CC)C N-(4-fluoro-2-methylphenyl)-5-(2-chloro-5-(isobutyrylaminomethyl)benzoylamino)-1-ethyl-1H-indole-2-carboxamide